C(C=1C(O)=CC=CC1)=N N-salicylidenamine